(R)-1-(azetidin-3-yl)-4-(5-methylthiazol-2-yl)-N-(1-(2-(trifluoromethyl)pyrimidin-5-yl)ethyl)-1H-indazole-6-carboxamide N1CC(C1)N1N=CC2=C(C=C(C=C12)C(=O)N[C@H](C)C=1C=NC(=NC1)C(F)(F)F)C=1SC(=CN1)C